NC=1C(=C2C(N(C=NC2=CC1)CCOC)=O)C1=CC=C(C=C1)F 6-amino-5-(4-fluorophenyl)-3-(2-methoxyethyl)quinazolin-4(3H)-one